N-(3,4-dimethylisoxazol-5-yl)-2'-(ethoxymethyl)-N-(methoxymethyl)-[1,1'-biphenyl]-2-sulfonamide CC1=NOC(=C1C)N(S(=O)(=O)C=1C(=CC=CC1)C1=C(C=CC=C1)COCC)COC